1-((benzo[d]thiazol-2-ylamino)(1H-pyrazol-5-yl)methyl)naphthalen-2-ol S1C(=NC2=C1C=CC=C2)NC(C2=C(C=CC1=CC=CC=C21)O)C2=CC=NN2